COC1(CCN(CC1)C(=O)OC(C)(C)C)C=1N(C=CN1)C tert-Butyl 4-methoxy-4-(1-methyl-1H-imidazol-2-yl)piperidine-1-carboxylate